C(C1=CC=CC=C1)OC1=NC(=CC=C1C1=CC(=C(C=C1)N1CCC(CC1)(O)CC(=O)OC(C)(C)C)F)OCC1=CC=CC=C1 tert-butyl 2-(1-(4-(2,6-bis(benzyloxy)pyridin-3-yl)-2-fluorophenyl)-4-hydroxypiperidin-4-yl)acetate